FC1=C(C=CC(=C1F)B1OC(C(O1)(C)C)(C)C)N1CCN(CC1)C1=C(C=C(C=N1)C1C(NC(CC1)=O)=O)F 3-(6-(4-(2,3-Difluoro-4-(4,4,5,5-tetramethyl-1,3,2-dioxaborolan-2-yl)phenyl)piperazin-1-yl)-5-fluoropyridin-3-yl)piperidine-2,6-dione